ClC=1C=C(C=CC1)CCOCCC(=O)N(CCNCCC1=CC=C(C=2NC(SC21)=O)O)CCN(CC)CC 3-[2-(3-chloro-phenyl)-ethoxy]-N-(2-diethylamino-ethyl)-N-{2-[2-(4-hydroxy-2-oxo-2,3-dihydro-benzothiazol-7-yl)-ethylamino]-ethyl}propionamide